2-cyclopropyl-1-(3-fluoro-1-methylphenyl)ethan-1-one C1(CC1)CC(=O)C1(CC(=CC=C1)F)C